C1=CC=CC=2N=CC=3C=CC=CC3C21 6-benzoisoquinoline